11-(4,4-difluorocyclohex-1-en-1-yl)-3-(pyridin-2-yl)-10-(trifluoromethyl)-3,4-dihydro-2H,6H-[1,4]thiazepino[2,3,4-ij]quinazolin-6-one FC1(CC=C(CC1)C1=C(C=C2C=NC(N3C2=C1SCC(C3)C3=NC=CC=C3)=O)C(F)(F)F)F